2-(4-fluoro-3-methylphenyl)-1-(4-{[1,2,4]triazolo[4,3-b]pyridazin-6-yl}piperazin-1-yl)ethan-1-one FC1=C(C=C(C=C1)CC(=O)N1CCN(CC1)C=1C=CC=2N(N1)C=NN2)C